(E)-2-(quinoxalin-6-ylmethylene)-6-(4-(trifluoromethoxy)phenyl)-3,4-dihydronaphthalen-1(2H)-one N1=CC=NC2=CC(=CC=C12)\C=C/1\C(C2=CC=C(C=C2CC1)C1=CC=C(C=C1)OC(F)(F)F)=O